2,5-dibromo-3-hydroxy-benzoic acid methyl ester COC(C1=C(C(=CC(=C1)Br)O)Br)=O